C[C@H](CCC(=O)C(C)C(=O)SCCNC(=O)CCNC(=O)[C@@H](C(C)(C)COP(=O)([O-])OP(=O)([O-])OC[C@@H]1[C@H]([C@H]([C@@H](O1)N2C=NC3=C(N=CN=C32)N)O)OP(=O)([O-])[O-])O)[C@H]4CC[C@@H]5[C@@]4(CC[C@H]6[C@H]5[C@@H](C[C@H]7[C@@]6(CC[C@H](C7)O)C)O)C The molecule is an acyl-CoA(4-) arising from deprotonation of phosphate and diphosphate OH groups of 3alpha,7alpha-dihydroxy-24-oxo-5beta-cholestan-26-oyl-CoA; major species at pH 7.3. It is a conjugate base of a 3alpha,7alpha-dihydroxy-24-oxo-5beta-cholestan-26-oyl-CoA.